4-chloro-5-((3S,4S)-3-((4-(3,5-dimethylisoxazol-4-yl)-6-fluoropyridin-2-yl)oxy)-4-fluoropyrrolidin-1-yl)-2-(2-hydroxyethyl)pyridazin-3(2H)-one ClC=1C(N(N=CC1N1C[C@@H]([C@H](C1)F)OC1=NC(=CC(=C1)C=1C(=NOC1C)C)F)CCO)=O